C(C(C)=CCC[C@@H](C)[C@H]1CC[C@H]2C=3CC=C4CCCC[C@]4(C)C3CC[C@]12C)O cholest-5,8,24(25)-trienol